BrC1=C(C2=C(C(N3[C@@H](CO2)CN(CC3)C(=O)OC(C)(C)C)=O)C=C1OC(F)F)F Tert-butyl (12aR)-9-bromo-8-(difluoromethoxy)-10-fluoro-6-oxo-3,4,12,12a-tetrahydro-6H-pyrazino[2,1-c][1,4]benzoxazepine-2(1H)-carboxylate